4-Ethylmethylimidazole C(C)C=1N=C(NC1)C